ClC1=NC(=CC(=C1)C(=O)C1=NN=CN1C)C(F)(F)F (2-chloro-6-(trifluoromethyl)pyridin-4-yl)(4-methyl-4H-1,2,4-triazol-3-yl)methanone